2,4-dimethylphenyldiazonium tetrafluoroborate F[B-](F)(F)F.CC1=C(C=CC(=C1)C)[N+]#N